COC(CC=1OC=CC(C1)=O)CCCC(CCCCCC)OC 2,6-dimethoxydodecyl-4-pyrone